C(C)OC(C1=CC=C(C=C1)OC1CN(C1)C(C1=CC=CC=C1)C1=CC=CC=C1)=O 4-((1-Diphenylmethylazetidin-3-yl)oxy)benzoic acid ethyl ester